3-[2-[(E)-6-[3-(Benzenesulfonamido)phenyl]-4-hydroxyhex-5-enyl]phenyl]propanoic acid C1(=CC=CC=C1)S(=O)(=O)NC=1C=C(C=CC1)/C=C/C(CCCC1=C(C=CC=C1)CCC(=O)O)O